ClC1=CC(=C(C=C1)N1N=NC(=C1)C#N)C1=C(C(NC=C1)=O)Cl 1-(4-chloro-2-(3-chloro-2-oxo-1,2-dihydropyridin-4-yl)phenyl)-1H-1,2,3-triazole-4-carbonitrile